NC([C@H](CC1=CNC2=CC=CC=C12)NC(=O)C1(CC2=CC=CC=C2C1)CC(=O)O)=O (S)-2-(2-((1-amino-3-(1H-indol-3-yl)-1-oxopropan-2-yl)carbamoyl)-2,3-dihydro-1H-inden-2-yl)acetic acid